1,2,3,4,5-pentaphenylphosphole 1-oxide C1(=CC=CC=C1)P1(C(=C(C(=C1C1=CC=CC=C1)C1=CC=CC=C1)C1=CC=CC=C1)C1=CC=CC=C1)=O